FC(OC1=CC2=C(C=C1)[C@@H]1NCC3(CC3)C[C@@H]1O2)(F)F (4aS,9bS)-7-(trifluoromethoxy)-1,4,4a,9b-tetrahydro-2H-spiro[benzofuro[3,2-b]pyridine-3,1'-cyclopropane]